tert-butyl 4-((4-(difluoromethoxy)-1H-pyrrolo[3,2-c]pyridin-1-yl)sulfonyl)piperazine-1-carboxylate FC(OC1=NC=CC2=C1C=CN2S(=O)(=O)N2CCN(CC2)C(=O)OC(C)(C)C)F